7-hydroxy-4-(4-methoxybenzyl)-6-(7-methyl-1,5,6,7,8,9-hexahydroimidazo[4',5':4,5]benzo[1,2-d]azepin-2-yl)thieno[3,2-b]pyridin OC1=C2C(N(C=C1C=1NC=3C(=CC4=C(CCN(CC4)C)C3)N1)CC1=CC=C(C=C1)OC)=CCS2